[2-(pyridin-2-yl)ethyl](pyridin-2-yl-methyl)amine N1=C(C=CC=C1)CCNCC1=NC=CC=C1